C1(CC1)C=1C(=NN2C1C(NC(=C2)C2=CC(=C(C=C2)F)C)=O)C(=O)OCC Ethyl 3-cyclopropyl-6-(4-fluoro-3-methylphenyl)-4-oxo-4,5-dihydropyrazolo[1,5-a]pyrazine-2-carboxylate